tert-butyl (1S,4S)-5-[3-carbamoyl-2-(4-phenoxyphenyl)-4,5,6,7-tetrahydro-2H-pyrazolo[4,3-b]pyridin-7-yl]-2,5-diazabicyclo[2.2.1]heptane-2-carboxylate C(N)(=O)C=1N(N=C2C1NCCC2N2[C@@H]1CN([C@H](C2)C1)C(=O)OC(C)(C)C)C1=CC=C(C=C1)OC1=CC=CC=C1